1-[(2,4-difluorophenyl)methyl]piperazine dihydrochloride Cl.Cl.FC1=C(C=CC(=C1)F)CN1CCNCC1